C(C)OC=1C=C(C=NC1)C#CC1=C(C=CC=C1)CN1CCN(CC1)C1=CC=C(N=N1)C(=O)NS(=O)(=O)C1=CC(=C(C=C1)NCCSC1=CC=CC=C1)C(F)(F)F 6-[4-[[2-[2-(5-Ethoxypyridin-3-yl)ethynyl]phenyl]methyl]piperazin-1-yl]-N-[4-(2-phenylsulfanylethylamino)-3-(trifluoromethyl)phenyl]sulfonylpyridazine-3-carboxamide